1-(tert-butoxycarbonyl)-2-(hydroxymethyl)pyrrolidine-3-carboxylic acid C(C)(C)(C)OC(=O)N1C(C(CC1)C(=O)O)CO